2-[[(2S)-1-methylpyrrolidin-2-yl]methoxyl-7-(1-naphthyl)-6,8-dihydro-5H-pyrido[3,4-d]pyrimidin-4-yl]piperazine-1-carboxylate CN1[C@@H](CCC1)COC=1N=C(C2=C(N1)CN(CC2)C2=CC=CC1=CC=CC=C21)C2N(CCNC2)C(=O)[O-]